5-[2,6-dichloro-4-[6-(difluoromethyl)-3,5-dioxo-1,2,4-triazin-2-yl]phenoxy]-2-[(4-methoxyphenyl)methoxy]-N-[1-(methylsulfonylmethyl)cyclopropyl]benzenesulfonamide ClC1=C(OC=2C=CC(=C(C2)S(=O)(=O)NC2(CC2)CS(=O)(=O)C)OCC2=CC=C(C=C2)OC)C(=CC(=C1)N1N=C(C(NC1=O)=O)C(F)F)Cl